C12CN(CC2C1)C1=CC(=CC=N1)Cl 6-{3-Azabicyclo[3.1.0]hexan-3-yl}-4-chloropyridin